(R)-(2-(2-methoxy-7-methylquinoxalin-5-yl)-4-methyl-7,8-dihydro-[1,4]dioxino[2',3':3,4]benzo[1,2-d]thiazol-7-yl)methyl (5-cyanopyridin-3-yl)carbamate C(#N)C=1C=C(C=NC1)NC(OC[C@@H]1OC2=C(C3=C(N=C(S3)C3=C4N=CC(=NC4=CC(=C3)C)OC)C(=C2)C)OC1)=O